[2-(3-FLUORO-5-METHANE-SULFONYLPHENOXY)ETHYL](PROPYL)AMINE FC=1C=C(OCCNCCC)C=C(C1)S(=O)(=O)C